C(C1=CC=CC=C1)OC(=O)N1CC2CCC(C1)N2C=2SC1=C(N2)CN(C1)C(=O)OC(C)(C)C tert-butyl 2-(3-((benzyloxy)carbonyl)-3,8-diazabicyclo[3.2.1]octan-8-yl)-4,6-dihydro-5H-pyrrolo[3,4-d]thiazole-5-carboxylate